N-(1-carbamoyl-2-phenylethyl)-N-methylbutyramide C(N)(=O)C(CC1=CC=CC=C1)N(C(CCC)=O)C